5-(1-methylsulfonyl-ethyl)-1-(2-trimethylsilylethoxymethyl)pyrazole-3-carboxylic acid CS(=O)(=O)C(C)C1=CC(=NN1COCC[Si](C)(C)C)C(=O)O